CO[C@H]1CN(CC1)C1=CC=C(C=C1)B1OC(C(O1)(C)C)(C)C (R)-3-methoxy-1-(4-(4,4,5,5-tetramethyl-1,3,2-dioxaborolan-2-yl)phenyl)pyrrolidine